oxetan-3-yl (trans-4-(5-(4-carbamoyl-2-(N-ethylsulfamoyl)phenyl)thiazol-2-yl)cyclohexyl)carbamate C(N)(=O)C1=CC(=C(C=C1)C1=CN=C(S1)[C@@H]1CC[C@H](CC1)NC(OC1COC1)=O)S(NCC)(=O)=O